FC=1C=CC(=C(C1)[C@H](C(=O)NC=1SC=CN1)N1C(C2=C(C(=CC=C2C1)C#CC=1C=NC=CC1)F)=O)O |r| (2RS)-2-(5-Fluoro-2-hydroxy-phenyl)-2-[7-fluoro-1-oxo-6-[2-(3-pyridyl)ethynyl]isoindolin-2-yl]-N-thiazol-2-yl-acetamid